CC(=O)C12O[P+](O1)(O2)O dihydroacetone phosphate